N-[4-(3-chloro-2-fluoro-anilino)-7-[2-[(1R,5S)-3-methyl-3-azabicyclo[3.1.0]hexan-1-yl]ethynyl]-quinazolin-6-yl]prop-2-enamide ClC=1C(=C(NC2=NC=NC3=CC(=C(C=C23)NC(C=C)=O)C#C[C@@]23CN(C[C@H]3C2)C)C=CC1)F